BrCCCN1C=C(C2=CC=CC=C12)C=O N-3-bromopropyl-indole-3-formaldehyde